N-[4-(difluoromethoxy)-2,5-difluorophenyl]-5-(1,3,4-oxadiazol-2-yl)-1H-pyrrole-3-sulfonamide FC(OC1=CC(=C(C=C1F)NS(=O)(=O)C1=CNC(=C1)C=1OC=NN1)F)F